(3-amino-6-(pyridin-4-ylsulfonyl)-4,5,6,7-tetrahydropyrazolo[3,4-c]pyridin-2-yl)(6-fluoro-1,2,3,4-tetrahydroquinolin-4-yl)methanone NC=1N(N=C2CN(CCC21)S(=O)(=O)C2=CC=NC=C2)C(=O)C2CCNC1=CC=C(C=C21)F